[Nb].[Co].[Ni] nickel-cobalt-niobium